C[Si](C1COCOC1)(C)C 5-trimethylsilyl-1,3-dioxan